C(C)(C)(C)OC(N(CC#C)C1=CC=C(C=2OCCOC21)P(=O)(C)C)=O.C2(=CC=CC=C2)C2(CCC1=C(C=CS1)C2)N2CCOCC2 4-(5-phenyl-4,5,6,7-tetrahydrobenzothien-5-yl)morpholine tert-butyl-(8-(dimethylphosphoryl)-2,3-dihydrobenzo[b][1,4]dioxin-5-yl)(prop-2-yn-1-yl)carbamate